C1C2N(CCN1C(=O)NC1=NC(N(C=C1)C1=CC=C(CN3CCC(CC3)NC(OC(C)(C)C)=O)C=C1)=O)CCNC2 tert-butyl (1-(4-(4-(octahydro-1H-pyrazino[1,2-a]pyrazine-2-carboxamido)-2-oxopyrimidin-1(2H)-yl)benzyl)piperidin-4-yl)carbamate